2-[4-(4-chlorophenoxy)-2-trifluoromethyl-phenyl]-2-methyl-oxirane ClC1=CC=C(OC2=CC(=C(C=C2)C2(OC2)C)C(F)(F)F)C=C1